ClC1=C(C=CC=C1)N1C(N=C(C2=CC=C(C=C12)C1CC1)NC1=NOC(=C1)C)=O 1-(2-chlorophenyl)-7-cyclopropyl-4-((5-methylisoxazol-3-yl)amino)quinazolin-2(1H)-one